CC1=NC(=CN(C1C)C)CC 2,3,4-trimethyl-6-ethylpyrazine